C(C)(C)(C)OC(=O)N1CC(OCCC1)C(N[C@@H](CC1=CC=C(C=C1)C1=CC=C(C=C1)C#N)C#N)=O tert-Butyl-2-{[(1S)-1-cyano-2-(4'-cyanobiphenyl-4-yl)ethyl]carbamoyl}-1,4-oxazepane-4-carboxylate